C(C)OC1=CC=C(OCC(=O)N(CC2OCCC2)C2=CC=CC=C2)C=C1 2-(4-ethoxyphenoxy)-N-phenyl-N-(tetrahydro-furan-2-ylmethyl)acetamide